cesium vitamin C OC=1[C@H](OC(C1O)=O)[C@H](CO)O.[Cs]